N1(N=CC=C1)C1=CC=C2C(=N1)N(C(=N2)C=2SC=CC2)C=2C=C1CC[C@@H](C1=CC2)NC2CCN(CC2)C(C=C)=O 1-(4-{[(1S)-5-[5-(pyrazol-1-yl)-2-(thiophen-2-yl)imidazo[4,5-b]pyridin-3-yl]-2,3-dihydro-1H-inden-1-yl]amino}piperidin-1-yl)prop-2-en-1-one